CC(CN=C=O)CCC(CC(CN=C=O)C)(CN=C=O)C 2,5,7-Trimethyl-1,8-diisocyanato-5-(isocyanatomethyl)octane